2,3-epoxy-1,4-dioxane O1C2C(OCC1)O2